C(C)OC(=O)C=1OC=CC1C1=C(C(=C(C=C1)Br)F)[N+](=O)[O-] 3-(4-bromo-3-fluoro-2-nitrophenyl)furan-2-carboxylic acid ethyl ester